N-(2-(4-methyl-4-(morpholinomethyl)piperidin-1-yl)-5-(trifluoromethyl)phenyl)-5-(tetrahydro-2H-pyran-4-yl)furan-2-carboxamide ethyl-5-(3-ethoxy-3-oxopropyl)-1H-pyrrole-2-carboxylate C(C)OC(=O)C=1NC(=CC1)CCC(=O)OCC.CC1(CCN(CC1)C1=C(C=C(C=C1)C(F)(F)F)NC(=O)C=1OC(=CC1)C1CCOCC1)CN1CCOCC1